tert-butyl (2S)-2-[({4-[({3-[(3-fluoro-2-methoxyphenyl)carbamothioyl]-2-oxo-5,6-dihydro-1H-pyridin-4-yl}amino)methyl]pyridin-3-yl}oxy)methyl]-2-methylpyrrolidine-1-carboxylate FC=1C(=C(C=CC1)NC(=S)C=1C(NCCC1NCC1=C(C=NC=C1)OC[C@]1(N(CCC1)C(=O)OC(C)(C)C)C)=O)OC